(R)-9-(6-Isopropoxy-pyridin-3-yl)-2-((R)-3-methylmorpholin-4-yl)-6-trifluoromethyl-6,7,8,9-tetrahydro-pyrimido[1,2-a]-pyrimidin-4-one C(C)(C)OC1=CC=C(C=N1)N1CC[C@@H](N2C1=NC(=CC2=O)N2[C@@H](COCC2)C)C(F)(F)F